ClC1=NC2=NC=CN=C2C(=N1)NC1=CC(=C(C=C1)F)C 2-chloro-N-(4-fluoro-3-methyl-phenyl)pteridin-4-amine